1-(benzo[d]oxazol-6-yl)-3-(2-chlorophenyl)urea O1C=NC2=C1C=C(C=C2)NC(=O)NC2=C(C=CC=C2)Cl